COC(=O)CCCCCCCCCCCOC=1C2=CC=CC=C2C(=C2C=CC=CC12)OCCCCCCCCCCCC(=O)OC 9,10-bis(methoxycarbonylundecyloxy)anthracene